N[C@H](CC1=CC2=C(N=C(N=C2NCC=2N=CSC2)Cl)N1)C 6-[(2S)-2-aminopropyl]-2-chloro-N-[(1,3-thiazol-4-yl)methyl]-7H-pyrrolo[2,3-d]pyrimidin-4-amine